4-[6-(3-Ethyloxybutan-3-yl)-5-(4-fluorophenyl)-1H-pyrrolo[2,3-f]indazol-7-yl]-3-fluoro-benzoic acid C(C)OC(CC)(C)C1=C(C2=C(C=C3C=NNC3=C2)N1C1=CC=C(C=C1)F)C1=C(C=C(C(=O)O)C=C1)F